4-(3-chlorophenyl)-1-naphthalenealdehyde ClC=1C=C(C=CC1)C1=CC=C(C2=CC=CC=C12)C=O